(R)-1-((S)-1-(2-benzylphenoxy)prop-2-yl)-2-methylpiperidine C(C1=CC=CC=C1)C1=C(OC[C@H](C)N2[C@@H](CCCC2)C)C=CC=C1